OC(C)C=1C(=NC(=CC1)N1C=NC2=C1C=CC(=C2)NC=2N=NC(=CC2)C2N(CCC2)C2COC2)N2N=C(C=C2C)C#N 1-[3-(1-hydroxyethyl)-6-[5-[[6-[1-(oxetan-3-yl)pyrrolidin-2-yl]pyridazin-3-yl]amino]benzimidazol-1-yl]-2-pyridyl]-5-methyl-pyrazole-3-carbonitrile